N-({4-amino-3-methyl-1H,3H-furo[3,4-c]quinolin-7-yl}methyl)-6-cyclopropoxy-N-(2-methanesulfonylpyridin-3-yl)pyridine-3-carboxamide NC1=NC=2C=C(C=CC2C2=C1C(OC2)C)CN(C(=O)C=2C=NC(=CC2)OC2CC2)C=2C(=NC=CC2)S(=O)(=O)C